NC1=NC(=CC(=N1)C1=CCC2(CC(NC2)C(=O)O)CC1)O[C@@H](C(F)(F)F)C1=CC=C(C=C1)C1=CC(=CC=C1)F 8-(2-amino-6-((R)-2,2,2-trifluoro-1-(3'-fluoro-[1,1'-biphenyl]-4-yl)ethoxy)pyrimidin-4-yl)-2-azaspiro[4.5]dec-7-ene-3-carboxylic acid